(1S)-1-(p-tolyl)ethylamine C1(=CC=C(C=C1)[C@H](C)N)C